C(C1=CC=CC=C1)N(C(CC1=CC=CC=C1)=O)[C@@H](CN1C2CC(CC1CC2)C2=CC(=CC=C2)O)C N-benzyl-N-{(R)-2-[3-endo-(3-hydroxyphenyl)-8-azabicyclo[3.2.1]oct-8-yl]-1-methyl-ethyl}-2-phenylacetamide